C1(=CC=CC=2OC3=C(C21)C=CC=C3)C=3C(=NC=CC3)B3OC(C(O3)(C)C)(C)C 3-(dibenzo[b,d]furan-1-yl)-2-(4,4,5,5-tetramethyl-1,3,2-dioxaborolan-2-yl)pyridine